(S)-4-((1R,3S)-3-(3-(5-chloropyridin-3-yl)-1-isopropyl-1H-1,2,4-triazol-5-yl)cyclopentyl)-3-methylmorpholine ClC=1C=C(C=NC1)C1=NN(C(=N1)[C@@H]1C[C@@H](CC1)N1[C@H](COCC1)C)C(C)C